methyl 5-cyclopropyl-4-(pyridin-2-yl)thiophene-2-carboxylate C1(CC1)C1=C(C=C(S1)C(=O)OC)C1=NC=CC=C1